iron iodide tetrahydrate O.O.O.O.[Fe](I)I